C(CCCCCCC)P(OC1=CC=C(C=C1C(C)(C)C)C(C)(C)C)([O-])[O-] (4,6-di-tert-butylphenyl) octylphosphite